BrC1=NC(=CC=C1OC(C)C)F 2-bromo-6-fluoro-3-isopropoxypyridine